CC1=C(C(=O)O)C=CC=C1.CC1=C(C(=O)O)C=CC=C1.P(=O)(OOC(C1=CC=C(C=C1)C)=O)(O)O p-methylbenzoyloxy phosphate bis(2-methylbenzoate)